ClC=1C=C(C=C2C=C(N=CC12)NC(=O)[C@H]1[C@H](C1)F)C1=CN=NC=C1C1CC1 |r| (±)-cis-N-[8-chloro-6-(5-cyclopropylpyridazin-4-yl)-3-isoquinolyl]-2-fluoro-cyclopropanecarboxamide